ClC=1C=C2N=CC(=NC2=CC1)C1=CC=C(C=C1)C1=CC=C(C=C1)NS(=O)(=O)C(F)(F)F N-(4'-(6-chloroquinoxalin-2-yl)-[1,1'-biphenyl]-4-yl)-1,1,1-trifluoromethanesulfonamide